(S)-4-methyloxazolidine-2,5-dione C[C@@H]1NC(OC1=O)=O